3-((3-(5-(7H-pyrrolo[2,3-d]pyrimidin-4-yl)pyridin-2-yl)-3,6-diazabicyclo[3.1.1]heptan-6-yl)methyl)-5-fluorophenol N1=CN=C(C2=C1NC=C2)C=2C=CC(=NC2)N2CC1N(C(C2)C1)CC=1C=C(C=C(C1)F)O